methyl 1-(4-(3-fluoro-5-(trifluoromethyl)benzyl)pyridin-2-yl)-1H-pyrazole-3-carboxylate FC=1C=C(CC2=CC(=NC=C2)N2N=C(C=C2)C(=O)OC)C=C(C1)C(F)(F)F